C(C)OC(=O)C1=NC=2N(C(=C1C)N(C1CCOCC1)CC)N=CC2C#N 3-cyano-7-(ethyl-(tetrahydro-2H-pyran-4-yl)amino)-6-methylpyrazolo[1,5-a]Pyrimidine-5-carboxylic acid ethyl ester